(R)-6-(1-(1-(1-acryloylpiperidine-4-carbonyl)pyrrolidin-3-yl)-1H-pyrazol-4-yl)-4-methoxypyrazolo[1,5-a]pyridine-3-carbonitrile C(C=C)(=O)N1CCC(CC1)C(=O)N1C[C@@H](CC1)N1N=CC(=C1)C=1C=C(C=2N(C1)N=CC2C#N)OC